C(C)N1C(N(C(C1)CC)CC)CC 1,2,3,4-tetraethylimidazoline